FC(COC1=C(C=CC=C1)N1N=C(C=C(C1=O)C(=O)NC1=C(C=C(C=C1F)C(C)(C)O)F)C)F 2-[2-(2,2-difluoroethoxy)phenyl]-N-[2,6-difluoro-4-(2-hydroxypropan-2-yl)phenyl]-6-methyl-3-oxo-2,3-dihydropyridazine-4-carboxamide